(S)-N,N-BIS(4-METHOXYBENZYL)PENT-1-ENE-3-SULFONAMIDE COC1=CC=C(CN(S(=O)(=O)[C@H](C=C)CC)CC2=CC=C(C=C2)OC)C=C1